7-fluoro-6-iodo-4-methylene-2,3-dihydropyrano[3,2-b]pyridine FC=1C=C2C(=NC1I)C(CCO2)=C